N-(2-chlorophenyl)-1-methyl-9-(1-methyl-1,2,3,6-tetrahydropyridin-4-yl)-6,7-dihydro-5H-benzo[c][1,2,3]triazolo[1,5-a]azepin-7-amine ClC1=C(C=CC=C1)NC1C2=C(C=3N(CC1)N=NC3C)C=CC(=C2)C=2CCN(CC2)C